CN(CCN(C1=CC(=C(C=C1[N+](=O)[O-])NC1=NC=C(C(=N1)N1CC2(C3=NC=CC=C31)CC2)C(=O)OC(C)C)OC)C)C isopropyl 2-((4-((2-(dimethylamino)ethyl)(methyl)amino)-2-methoxy-5-nitrophenyl)amino)-4-(spiro(cyclopropane-1,3'-pyrrolo[3,2-b]pyridin)-1'(2'H)-yl)pyrimidine-5-carboxylate